C(C)(=O)OC1C(NCC1O)CC1=CC=C(C=C1)Br 2-[(4-bromophenyl)methyl]-4-hydroxypyrrolidin-3-yl acetate